2',6'-difluoro-2-methyl[3,4'-bipyridin]-5-amine FC1=NC(=CC(=C1)C=1C(=NC=C(C1)N)C)F